tert-butyl 5-chloro-2-iodopyrrolo[2,3-c]pyridine-1-carboxylate ClC=1C=C2C(=CN1)N(C(=C2)I)C(=O)OC(C)(C)C